FC(C1=C(C(=CC=C1)C)C=1CCCC2=C(C1C1=CC=C(C=C1)CC1CN(C1)CCCF)C=CC(=C2)C(=O)O)F 8-(2-(difluoromethyl)-6-methylphenyl)-9-(4-((1-(3-fluoropropyl)azetidin-3-yl)methyl)phenyl)-6,7-dihydro-5H-benzo[7]annulene-3-carboxylic acid